C(C)(C)(C)OC(=O)NCCCCN(CCCCCCCC(=O)OCCCC(CCCCCC)CCCCCC)CCCCCCCC(=O)OCCCC(CCCCCC)CCCCCC 4-hexyldecyl 8-[4-(tert-butoxycarbonylamino)butyl-[8-(4-hexyldecoxy)-8-oxo-octyl]amino]octanoate